C(N)(=O)C=1SC=CC1NC(=O)C=1C=C(C(=O)O)C=CC1 3-[(2-carbamoyl-3-thienyl)carbamoyl]benzoic acid